nickel-manganese-cobalt [Co].[Mn].[Ni]